BrC1=CC(=C2C=NNC2=C1)C=1N=NN(C1)CC1=CC=C2C=C(NC2=C1)CNCC1CCC1 1-(6-((4-(6-bromo-1H-indazol-4-yl)-1H-1,2,3-triazol-1-yl)methyl)-1H-indole-2-yl)-N-(cyclobutylmethyl)methylamine